(S)-9,10-difluoro-6-(((1-(6-nitropyridin-3-yl)piperidin-3-yl)(pyridin-4-ylmethyl)amino)methyl)-2,3-dihydro-7H-[1,4]oxazino[2,3,4-ij]quinolin FC=1C=C2CC(=CN3C2=C(C1F)OCC3)CN(CC3=CC=NC=C3)[C@@H]3CN(CCC3)C=3C=NC(=CC3)[N+](=O)[O-]